O=C1NC(CCC1NC1=CC(=C(C=C1)C=1CCN(CC1)C(=O)OC(C)(C)C)C)=O tert-butyl 4-[4-[(2,6-dioxo-3-piperidyl)amino]-2-methyl-phenyl]-3,6-dihydro-2H-pyridine-1-carboxylate